2-(2,2-dimethylpropoxy)-N-[[4-[6-[4-[[4-[4-[(2,6-dioxo-3-piperidyl)amino]phenyl]-1-piperidyl]methyl]phenyl]pyrrolo[2,1-f][1,2,4]triazin-4-yl]-2-methyl-phenyl]methyl]acetamide CC(COCC(=O)NCC1=C(C=C(C=C1)C1=NC=NN2C1=CC(=C2)C2=CC=C(C=C2)CN2CCC(CC2)C2=CC=C(C=C2)NC2C(NC(CC2)=O)=O)C)(C)C